tert-butyl (2-((2S,5S)-5-(((tert-butyldiphenylsilyl)oxy)methyl)-2-isopropyl-1-methyl-3-oxo-1,2,3,4,5,6-hexahydrobenzo[e][1,4]diazocin-9-yl)ethyl)carbamate [Si](C1=CC=CC=C1)(C1=CC=CC=C1)(C(C)(C)C)OC[C@@H]1CC2=C(N([C@H](C(N1)=O)C(C)C)C)C=C(C=C2)CCNC(OC(C)(C)C)=O